1-(4-fluoropyridin-2-yl)-4-methylpiperazine FC1=CC(=NC=C1)N1CCN(CC1)C